ClC1=NN(C=C1C1=NC=CC(=N1)NC=1N=CC2=C(C=CC(=C2C1)C(C)C)N1CC(C1)N(S(=O)(=O)C)C)C1CCOCC1 N-(1-(3-((2-(3-Chloro-1-(tetrahydro-2H-pyran-4-yl)-1H-pyrazol-4-yl)pyrimidin-4-yl)amino)-5-isopropylisoquinolin-8-yl)azetidin-3-yl)-N-methyl-methanesulfonamide